C(C)N(C(O)=O)C1=CC=CC=C1.C1(=CC=CC=C1)CCNC(O)=O N-phenylethylcarbamate (ethyl carbanilate)